CNC1=CC(N(C2=NC(=CC=C12)C(F)(F)F)C=1C(=NC=CC1)C(F)(F)F)=O 4-(methylamino)-7-(trifluoromethyl)-1-(2-(trifluoromethyl)pyridin-3-yl)-1,8-naphthyridin-2(1H)-one